2-(Bromomethyl)-5-(5-chloro-2-(4-chlorophenoxy)phenyl)-1,3,4-thiadiazole BrCC=1SC(=NN1)C1=C(C=CC(=C1)Cl)OC1=CC=C(C=C1)Cl